FC1=CC=C(C=C1)C(N1CCN(CC1)C(=O)[O-])C1=CC=C(C=C1)F 4-(bis(4-fluorophenyl)methyl)piperazine-1-carboxylate